C(C)(=O)OC(CC(C)(C)NC1=NC(=C(C=C1C(F)(F)F)[N+](=O)[O-])C=1OC(=NN1)[C@](CC=C)(C(F)(F)F)OCC1=CC=CC=C1)C=C [3-[[6-[5-[(1R)-1-benzyloxy-1-(trifluoromethyl) but-3-enyl]-1,3,4-oxadiazol-2-yl]-5-nitro-3-(trifluoromethyl)-2-pyridinyl] amino]-3-methyl-1-vinyl-butyl] acetate